BrC1=C2CC3(CCC4=CC=CC=C34)NC(C2=CC(=C1)C)=O 5-Bromo-7-methyl-spiro[2,4-dihydroisoquinoline-3,1'-indane]-1-one